COC=1C(=C(C(=CC1)C)NC(=O)C1=CN=C(S1)NC1=NN(C=C1)CC(=O)O)C 2-[3-[[5-[(3-Methoxy-2,6-dimethyl-phenyl)carbamoyl]thiazol-2-yl]amino]pyrazol-1-yl]acetic acid